(2R,5S)-5-(4-Chlorobenzyl)-4-(4-(1-isopropyl-1H-pyrazol-3-yl)cyclohexyl)-2-((methylsulfonyl)methyl)morpholin ClC1=CC=C(C[C@H]2CO[C@H](CN2C2CCC(CC2)C2=NN(C=C2)C(C)C)CS(=O)(=O)C)C=C1